C1(CC1)N1C=CC2=NC(=CC(=C21)CN2CCCC2)C=2C=C1CN(C(C1=CC2)=O)C2C(NC(CC2)=O)=O 3-(5-(1-cyclopropyl-7-(pyrrolidin-1-ylmethyl)-1H-pyrrolo[3,2-b]pyridin-5-yl)-1-oxoisoindolin-2-yl)piperidine-2,6-dione